FC=1C=C(C#N)C=C(C1)C=1C=NN(C1)C1=CC=NC=C1 3-Fluoro-5-(1-(pyridin-4-yl)-1H-pyrazol-4-yl)benzonitrile